4-chloro-2,6-dimethoxy-1,3,5-triazine ClC1=NC(=NC(=N1)OC)OC